C1=CC=CC=2C3=CC=CC=C3C(C12)OC(N(CCCCCC(OCC1=CC=CC=C1)C)C[C@@H]([C@H]1OC(O[C@H]1[C@@H](CO[Si](C(C)C)(C(C)C)C(C)C)O)(C)C)N=[N+]=[N-])=O (9H-fluoren-9-yl)methyl((S)-2-azido-2-((4R,5S)-5-((R)-1-hydroxy-2-((triiso-propylsilyl)oxy)ethyl)-2,2-dimethyl-1,3-dioxolan-4-yl)ethyl)(6-(benzyloxy)hexyl)carbamate